lithium 5-(4-(tert-butoxycarbonyl) piperazin-1-yl)-4-fluoropicolinate C(C)(C)(C)OC(=O)N1CCN(CC1)C=1C(=CC(=NC1)C(=O)[O-])F.[Li+]